C1(CC1)C1=C(C=C(C(=O)O)C=C1)S(NC1=C(C=C(C(=C1)C1=NC=NN1C)F)C1=NC=CC=C1)(=O)=O 4-cyclopropyl-3-(N-(4-fluoro-5-(1-methyl-1,2,4-triazol-5-yl)-2-(pyridin-2-yl)phenyl)sulfamoyl)benzoic Acid